NC=1C(=NC(N(C1NC)CC)=O)O 5-amino-1-ethyl-4-hydroxy-6-(methylamino)pyrimidin-2(1H)-one